COC(=O)C=1C=2C(=CN(C2C=C(C1)Br)C)SC1=CC=C(C=C1)C(F)(F)F 6-bromo-1-methyl-3-((4-(trifluoromethyl)phenyl)mercapto)-1H-indole-4-carboxylic acid methyl ester